C(N)(O[C@H]1CSC2=C(NC1=O)C=C(C(=C2)F)C2=NOC(=N2)C(C)(S(=O)(=O)C)C)=O (3R)-8-fluoro-7-[5-(1-methyl-1-methylsulfonyl-ethyl)-1,2,4-oxadiazol-3-yl]-4-oxo-3,5-dihydro-2H-1,5-benzothiazepin-3-yl carbamate